C(C)ON=C(N)C1=NC(=CC=C1)C1=NC2=C(N1C)C=CC(=C2)C(F)(F)F N'-ethoxy-6-[1-methyl-5-(trifluoromethyl)benzimidazol-2-yl]pyridin-2-carboxamidine